ClC=1C(=NC=C(C1)Cl)C1(CC1)NC(=O)[C@H]1CCN(C2(CC2)C1)C(=O)C1=NNC(=C1)C1=CC(=NC=C1F)OC (S)-N-(1-(3,5-dichloropyridin-2-yl)cyclopropyl)-4-(5-(5-fluoro-2-methoxypyridin-4-yl)-1H-pyrazole-3-carbonyl)-4-azaspiro[2.5]octane-7-carboxamide